BrC=1C(=C(C=C(C1)F)NS(=O)(=O)N(C)CC)F [(3-bromo-2,5-difluorophenyl)sulfamoyl](ethyl)methylamine